4-Chloro-7-fluoro-3-iodo-1,5-dimethyl-1H-pyrrolo[3,2-c]pyridin-5-ium iodide [I-].ClC1=[N+](C=C(C2=C1C(=CN2C)I)F)C